1,3-bis[2-(tert-butylperoxy)propan-2-yl]benzene C(C)(C)(C)OOC(C)(C)C1=CC(=CC=C1)C(C)(C)OOC(C)(C)C